tert-butyl (R)-2-acetoxy-3-(1-acetyl-7-methyl-1H-indazol-5-yl)propanoate C(C)(=O)O[C@@H](C(=O)OC(C)(C)C)CC=1C=C2C=NN(C2=C(C1)C)C(C)=O